Methyl 5-(2-(2-((6-(3-((3-(((4-methyl-5-(pyrimidin-4-yl)-4H-1,2,4-triazol-3-yl)methyl)amino)benzamido)methyl)phenoxy)hexyl)oxy)ethoxy)ethoxy)pentanoate CN1C(=NN=C1C1=NC=NC=C1)CNC=1C=C(C(=O)NCC=2C=C(OCCCCCCOCCOCCOCCCCC(=O)OC)C=CC2)C=CC1